NC12CC(C1)(C2)COC2=CC=C(C=C2)N(C=2C=NC(=C(C#N)C2)NC2CC2)CC(F)(F)F 5-((4-((3-aminobicyclo[1.1.1]pentan-1-yl)methoxy)phenyl)(2,2,2-trifluoroethyl)amino)-2-(cyclopropylamino)nicotinonitrile